BrC=1C(C(=C(N(C1CN1N=C(C=C1O)C(F)(F)F)CC)C1=CC(=C(C=C1)Cl)Cl)C(=O)OCC)=O ethyl 5-bromo-2-(3,4-dichlorophenyl)-1-ethyl-6-[[5-hydroxy-3-(trifluoromethyl)pyrazol-1-yl]methyl]-4-oxo-pyridine-3-carboxylate